tris[2-(p-tolyl)phenyl]Pyridine C1(=CC=C(C=C1)C1=C(C=CC=C1)C1=C(C(=NC=C1)C1=C(C=CC=C1)C1=CC=C(C=C1)C)C1=C(C=CC=C1)C1=CC=C(C=C1)C)C